C(C)(=O)C1=CC=C(C=C1)C1=CC2=C(S1)C1=C(C(C3=C2C=C(C=C3)F)=O)C=CC(=C1)N1CCCC1 2-(4-acetylphenyl)-5-fluoro-11-(pyrrolidin-1-yl)-8H-dibenzo[3,4:6,7]cyclohepta[1,2-b]thiophen-8-one